N-(3-carboxyphenyl)-4-phenylethynyl-phthalimide C(=O)(O)C=1C=C(C=CC1)N1C(C=2C(C1=O)=CC(=CC2)C#CC2=CC=CC=C2)=O